FC(C=1C=CC=C(C1)C1=CC=CC2=NN(N=C21)C=2C=C(CCC(=O)OC)C=C(C2O)C(C)(C)C)(F)F methyl 3-(5-trifluoromethylphenyl-2H-benzotriazole-2-yl)-5-tert-butyl-4-hydroxyhydrocinnamate